N-(2-chloroacetyl)-N-phenylglycine ethyl ester C(C)OC(CN(C1=CC=CC=C1)C(CCl)=O)=O